6-(1-Ethyl-5-(1-hydroxyethyl)-1H-1,2,4-triazol-3-yl)-7-fluoro-4-isopropyl-2-(o-tolyl)isoquinolin-1(2H)-one C(C)N1N=C(N=C1C(C)O)C=1C=C2C(=CN(C(C2=CC1F)=O)C1=C(C=CC=C1)C)C(C)C